(Z)-3-((1H-pyrrolo[3,2-c]pyridin-2-yl)methylene)-6-fluoro-5-(8-methyl-2,3-dihydro-1H-pyrido[2,3-b][1,4]oxazin-7-yl)indolin-2-one N1C(=CC=2C=NC=CC21)\C=C\2/C(NC1=CC(=C(C=C21)C2=C(C1=C(OCCN1)N=C2)C)F)=O